CC1=C(C(=C(C1([Hf](C1(C=CC2=CC=3CC(CC3C=C12)(C)C)CCCC)(C)C)C)C)C)C Pentamethylcyclopentadienyl-dimethyl-(1-n-butyl-6,6-dimethyl-1,5,6,7-tetrahydro-s-indacenyl)hafnium